4-(4-(3-(2-((5-methyl-2H-tetrazol-2-yl)methyl)-4-(trifluoromethyl)phenyl)propanoyl)piperazin-1-yl)benzenesulfonamide CC=1N=NN(N1)CC1=C(C=CC(=C1)C(F)(F)F)CCC(=O)N1CCN(CC1)C1=CC=C(C=C1)S(=O)(=O)N